CC1=CC=NO1 5-methylisoxazol